CCCCCCCCCCCCC[C@H](C)C(=O)SCCNC(=O)CCNC(=O)[C@@H](C(C)(C)COP(=O)([O-])OP(=O)([O-])OC[C@@H]1[C@H]([C@H]([C@@H](O1)N2C=NC3=C(N=CN=C32)N)O)OP(=O)([O-])[O-])O The molecule is an acyl-CoA(4-) oxanion arising from deprotonation of the phosphate and diphosphate OH groups of (2S)-2-methylpentadecanoyl-CoA; major species at pH 7.3 It is a conjugate base of a (2S)-2-methylpentadecanoyl-CoA.